Bis(2,4-dimethylpentadienyl)ruthenium CC(=C[Ru]C=C(C=C(C)C)C)C=C(C)C